9-(6-(cyclohexyl(methyl)amino)pyridin-3-yl)-6,7-dimethoxynaphtho[2,3]furan C1(CCCCC1)N(C1=CC=C(C=N1)C1=C2C=C(C(=CC2=CC=2C=COC21)OC)OC)C